3,11-dimethoxydinaphthofuran COC1=CC=2C=CC3=C(C4=C(O3)C=3C=CC=C(C3C=C4)OC)C2C=C1